2-(carboxyl-methyl-thio)benzoic acid C(=O)(O)CSC1=C(C(=O)O)C=CC=C1